FC(COC1=C(C=C(C(=N1)OC)C=1N=C2N(C=CC(=C2)C(C)(C)O)C1S(=O)(=O)N)F)F [6-(2,2-difluoroethoxy)-5-fluoro-2-methoxy-3-pyridinyl]-7-(1-hydroxy-1-methyl-ethyl)imidazo[1,2-a]pyridine-3-sulfonamide